4-((S)-1-((R)-2-(benzyloxy)-3-methylbutanoylamino)ethyl)benzoic acid C(C1=CC=CC=C1)O[C@@H](C(=O)N[C@@H](C)C1=CC=C(C(=O)O)C=C1)C(C)C